1,2,3-PROPANETRIOL TRI(12-HYDROXYSTEARATE) OC(CCCCCCCCCCC(=O)OCC(COC(CCCCCCCCCCC(CCCCCC)O)=O)OC(CCCCCCCCCCC(CCCCCC)O)=O)CCCCCC